C(C)OC(=O)N1CC2(CN(C2)C2CCC(CC2)(C2=CC=CC=C2)C#N)CC1 2-(4-cyano-4-phenylcyclohexyl)-2,6-diazaspiro[3.4]octane-6-carboxylic acid ethyl ester